(E)-4-(dimethylamino)-1-(5-methyl-4-((3-methyl-4-((6-methylpyridin-3-yl)oxy)phenyl)amino)-5,7-dihydro-6H-pyrrolo[3',4':4,5]thieno[2,3-d]pyrimidin-6-yl)but-2-en-1-one CN(C/C=C/C(=O)N1C(C2=C(SC=3N=CN=C(C32)NC3=CC(=C(C=C3)OC=3C=NC(=CC3)C)C)C1)C)C